N-(4-(2-(4-acrylamidophenyl)-4-amino-7-cyano-1-methyl-1H-pyrrolo[3,2-c]pyridin-3-yl)-2-methoxyphenyl)cyclobutanecarboxamide C(C=C)(=O)NC1=CC=C(C=C1)C1=C(C=2C(=NC=C(C2N1C)C#N)N)C1=CC(=C(C=C1)NC(=O)C1CCC1)OC